C(=O)C1=CC=C(C=C1)NS(=O)(=O)C1=CC=C(C=C1)C N-(4-formylphenyl)-4-methylbenzenesulfonamide